(E)-N'-(4-bromo-6-iodo-1-benzothiophen-7-yl)-N,N-dimethylmethanimidamide BrC1=CC(=C(C2=C1C=CS2)/N=C/N(C)C)I